CC=1C=C(C=C(C1)C)NC(=O)C=1C=NC=C(C1)C1=CC(=CC(=C1)C)C N,5-bis(3,5-dimethylphenyl)pyridine-3-carboxamide